Cl.NC\C=C(\CN1N=NC2=C1C=CC=C2C=2C=C(C=CC2OC)S(=O)(=O)N(CC)CC)/F (Z)-3-(1-(4-amino-2-fluorobut-2-en-1-yl)-1H-benzo[d][1,2,3]triazol-4-yl)-N,N-diethyl-4-methoxybenzenesulfonamide Hydrochloride